(4-(tert-butoxycarbonyl)piperazin-1-yl)-3-nitrobenzoic acid C(C)(C)(C)OC(=O)N1CCN(CC1)C1=C(C(=O)O)C=CC=C1[N+](=O)[O-]